(4-(ethylsulfonyl)phenyl)-N-(6-(1-(pyridin-2-yl)cyclobutane-1-carbonyl)pyridin-3-yl)acetamide C(C)S(=O)(=O)C1=CC=C(C=C1)CC(=O)NC=1C=NC(=CC1)C(=O)C1(CCC1)C1=NC=CC=C1